CN(C(COC1=NC(=NC=C1)NC1CCC(CC1)OC1=C2C=CC=NC2=CC(=N1)N1CCOCC1)=O)C N,N-dimethyl-2-((2-(((1s,4s)-4-((7-morpholino-1,6-naphthyridin-5-yl)oxy)cyclohexyl)amino)pyrimidin-4-yl)oxy)acetamide